CC1=CC=C(C=C1)S(=O)(=O)OC1=NC=NC=C1F 5-fluoropyrimidin-4-yl 4-methylbenzenesulfonate